6-iodopyrrolo[2,3-b]Pyridine-1-carboxylic acid methyl ester COC(=O)N1C=CC=2C1=NC(=CC2)I